S1C(=NC2=C1C=CC=C2)S(=O)(=O)CCCC(C(=O)Cl)(C)C 5-(benzo[d]thiazol-2-ylsulfonyl)-2,2-dimethylpentanoyl chloride